6-Hydroxy-1-methyl-4-[4-methyl-4-(5-methyl-1,3-benzooxazol-2-yl)piperidin-1-yl]-2-oxo-1,2-dihydro-quinoline-3-carbonitrile OC=1C=C2C(=C(C(N(C2=CC1)C)=O)C#N)N1CCC(CC1)(C=1OC2=C(N1)C=C(C=C2)C)C